FC(OC1=NC(=CC=C1NC(OC(C)(C)C)=O)C(F)F)F tert-butyl (2-(difluoromethoxy)-6-(difluoromethyl)pyridin-3-yl)carbamate